(3-endo)-3-(2,2-diphenylvinyl)-8,8-dimethyl-8-azoniabicyclo[3.2.1]octane 4-methylbenzenesulfonate CC1=CC=C(C=C1)S(=O)(=O)[O-].C1(=CC=CC=C1)C(=CC1CC2CCC(C1)[N+]2(C)C)C2=CC=CC=C2